C(C)(C)(C)OC(=O)N1CCN(C2=C(C=CC=C12)C)S(=O)(=O)C1=C(C=CC(=C1)Br)C 4-(5-Bromo-2-methyl-phenyl)sulfonyl-5-methyl-2,3-dihydroquinoxaline-1-carboxylic acid tert-butyl ester